di-t-butyl-(n-butyl)phosphine C(C)(C)(C)P(CCCC)C(C)(C)C